trans-cyclohexane-1,2-diamine [C@@H]1([C@@H](CCCC1)N)N